O1CCN(CC1)C(C[C@H](C(=O)N[C@@H](CCCC1=CC=CC=C1)B1OC(C(O1)(C)C)(C)C)NS(=O)(=O)C1=CC=CC=C1)=O (R)-4-morpholino-4-oxo-N-((R)-4-phenyl-1-(4,4,5,5-tetramethyl-1,3,2-dioxaborolan-2-yl)butyl)-2-(phenylsulfonamido)butanamide